C(C)(C)(C)OC(=O)N1CCC(CC1)C(=O)O 1-[(tert-butyl)oxycarbonyl]piperidine-4-carboxylic acid